tert-Butyl (3R,5S)-3-(3-((7-((2,5-dichloropyrimidin-4-yl)amino)-4-methyl-2,3-dioxo-1,2,3,4-tetrahydroquinoxalin-5-yl)oxy)propyl)-4,4-difluoro-5-methylpiperidine-1-carboxylate ClC1=NC=C(C(=N1)NC1=CC(=C2N(C(C(NC2=C1)=O)=O)C)OCCC[C@@H]1CN(C[C@@H](C1(F)F)C)C(=O)OC(C)(C)C)Cl